C1=CC=C(C(=C1)N)OC2=CC(=CC(=C2)OC3=CC=CC=C3N)OC4=CC=CC=C4N 1,3,5-tris(Aminophenoxy)Benzene